ClC=1C=C2C=C(NC2=CC1OCC=1N=CSC1)CNC(CNC)=O N-((5-chloro-6-(thiazol-4-ylmethoxy)-1H-indol-2-yl)methyl)-2-(methylamino)acetamide